(R)-N-(3-(2-((1,5-dimethyl-1H-pyrazol-3-yl)amino)-5-methylpyrimidin-4-yl)-1H-indol-7-yl)-2-(3-(thiomorpholine-4-carbonyl)pyrrolidin-1-yl)acetamide CN1N=C(C=C1C)NC1=NC=C(C(=N1)C1=CNC2=C(C=CC=C12)NC(CN1C[C@@H](CC1)C(=O)N1CCSCC1)=O)C